dimethyl-2-[5-(1,2,4-triazol-1-ylmethyl)-1H-indol-3-yl]ethanamine CC(CC1=CNC2=CC=C(C=C12)CN1N=CN=C1)(N)C